Cl.COC(=O)[C@H]1NCC(C1)=C(F)F (S)-4-(difluoromethylene)pyrrolidine-2-carboxylic acid methyl ester hydrochloride